1-Benzyloxycarbonyl-5,6-dibenzyloxyindoline C(C1=CC=CC=C1)OC(=O)N1CCC2=CC(=C(C=C12)OCC1=CC=CC=C1)OCC1=CC=CC=C1